1-(4-(5-(chlorodifluoromethyl)-1,2,4-oxadiazol-3-yl)phenyl)-2-((1-methyl-1H-imidazol-4-yl)methoxy)ethan-1-one ClC(C1=NC(=NO1)C1=CC=C(C=C1)C(COCC=1N=CN(C1)C)=O)(F)F